C=1(C(=CC=CC1)CCCCCCCC\C=C/CCCCCCCC(=O)[O-])CCCCCCCC\C=C/CCCCCCCC(=O)[O-] 2-benzenedioleate